1-[4-fluoro-5-(2-methoxypyridin-4-yl)-1H-pyrazole-3-carbonyl]-N-[(1r,4r)-4-methylcyclohexyl]piperidine-4-carboxamide FC=1C(=NNC1C1=CC(=NC=C1)OC)C(=O)N1CCC(CC1)C(=O)NC1CCC(CC1)C